2-((1H-benzo[d][1,2,3]triazole-1-yl)methyl)-5-(2-nitrobenzyl-mercapto)-1,3,4-oxadiazole N1(N=NC2=C1C=CC=C2)CC=2OC(=NN2)SCC2=C(C=CC=C2)[N+](=O)[O-]